C[SiH](C1=CC=C(C=C1)[SiH](C)C)C 1,4-Bis(dimethylsilyl)-benzol